C(CCCCCCCCC=C)(=O)Cl Undecylenoyl chloride